FC1=C(C=CC(=C1)F)C=1C2=C(N=C(N1)[C@@H]1C[C@@H](OCC1)C1=CN(C(C=C1)=O)C)N=C(C(=C2)C(=O)OC)C methyl 4-(2,4-difluorophenyl)-7-methyl-2-[(2R,4S)-2-(1-methyl-6-oxo-3-pyridyl)tetrahydropyran-4-yl]pyrido[2,3-d]pyrimidine-6-carboxylate